NC(C(CCC(=O)OC(C)(C)C)N1C(C2=CC=C(C=C2C1)C[C@@H]1[C@H](CC[C@@](C1)(C)O)NC(=O)OC(C)(C)C)=O)=O tert-butyl 5-amino-4-(5-(((1S,2S,5R)-2-((tert-butoxycarbonyl) amino)-5-hydroxy-5-methylcyclohexyl) methyl)-1-oxoisoindolin-2-yl)-5-oxopentanoate